C(C)(C)(C)OC(=O)NCC1=CC=C(CNC(=O)C2=CC3=C(OCCC4=C3SC=C4)C=C2C=2C(=NC(=CC2)C(NCCC)=O)C(=O)OC)C=C1 methyl 3-(9-((4-(((tert-butoxycarbonyl)amino)methyl)benzyl)carbamoyl)-4,5-dihydrobenzo[b]thieno[2,3-d]oxepin-8-yl)-6-(propylcarbamoyl)picolinate